BrC1=CC(=C(O[C@H](C(=O)[O-])C)C(=C1)F)C(CC)(F)F.[Na+] sodium (S)-2-(4-bromo-2-(1,1-difluoropropyl)-6-fluorophenoxy)propanoate